rac-N-(6-amino-5-methylpyridin-3-yl)-2-((2R,5S)-2-(3-hydroxyphenyl)-5-methylpiperidin-1-yl)-2-oxoacetamide NC1=C(C=C(C=N1)NC(C(=O)N1[C@H](CC[C@@H](C1)C)C1=CC(=CC=C1)O)=O)C |r|